(2S)-3-(3-methylsulfanyl-phenyl)-2-[(3R)-pyrrolidin-3-yl]propionic acid tert-butyl ester C(C)(C)(C)OC([C@@H](CC1=CC(=CC=C1)SC)[C@@H]1CNCC1)=O